N-(2-(3,5-dimethoxyphenyl)-2-(1,3-dioxoisoindolin-2-yl)ethyl)-6-(4-ethoxyphenyl)pyrazine-2-carboxamide COC=1C=C(C=C(C1)OC)C(CNC(=O)C1=NC(=CN=C1)C1=CC=C(C=C1)OCC)N1C(C2=CC=CC=C2C1=O)=O